N-((5-chloro-6-(2-cyclopropoxyethoxy)-1H-indol-2-yl)methyl)-1-methylcyclopropane-1-carboxamide ClC=1C=C2C=C(NC2=CC1OCCOC1CC1)CNC(=O)C1(CC1)C